ClC=1C=CC(=C(C1)B(O)O)C(F)(F)F [5-chloro-2-(trifluoromethyl)phenyl]boronic acid